[O].[Ar] argon oxygen